dimethylvinylsilylmethyl-α-cyanoacrylate CC(=C[SiH2]COC(C(=C)C#N)=O)C